ClC1=CC(=C(COC2=NC(=NC=C2F)N2CCC3(CC3C(=O)O)CC2)C=C1)F 6-{4-[(4-chloro-2-fluorobenzyl)oxy]-5-fluoropyrimidin-2-yl}-6-azaspiro[2.5]octane-1-carboxylic acid